Cl.CC1(C(NC2=C(O1)C(=NC=N2)N2CCC(CC2)NS(=O)(=O)N)=O)C N-(1-(6,6-dimethyl-7-oxo-7,8-dihydro-6H-pyrimido[5,4-b][1,4]oxazin-4-yl)piperidin-4-yl)sulfamide hydrochloride